C(C)(C)N(C(C)C)CC N,N-di-iso-propylethylamine